CN1N=C(OCC1=O)C=1C(=NC=CN1)C(C)NC(C1=CC(=CC(=C1)C(F)(F)F)C(F)(F)F)=O N-(1-(3-(4-methyl-5-oxo-5,6-dihydro-4H-1,3,4-oxadiazin-2-yl)pyrazin-2-yl)ethyl)-3,5-bis(trifluoromethyl)benzamide